5-bromo-6-(2-ethylphenyl)pyridin-2-amine BrC=1C=CC(=NC1C1=C(C=CC=C1)CC)N